4-hydroxy-3-methylquinolin-2(1H)-one OC1=C(C(NC2=CC=CC=C12)=O)C